1,3-diglycidyl-5-hydroxymethyl-hydantoin C(C1CO1)N1C(=O)N(C(=O)C1CO)CC1CO1